5-(1H-Pyrazol-4-yl)-2-[5-(spiro[8-azabicyclo[3.2.1]octane-3,3'-azetidin]-1'-yl)[1,3]thiazolo[5,4-d][1,3]thiazol-2-yl]pyridin-3-ol N1N=CC(=C1)C=1C=C(C(=NC1)C=1SC=2N=C(SC2N1)N1CC2(C1)CC1CCC(C2)N1)O